tert-butyl (4S)-4-{4-[3-(2,6-dioxopiperidin-3-yl)-1-methylindazol-6-yl]piperazin-1-yl}-3,3-difluoropiperidine-1-carboxylate O=C1NC(CCC1C1=NN(C2=CC(=CC=C12)N1CCN(CC1)[C@@H]1C(CN(CC1)C(=O)OC(C)(C)C)(F)F)C)=O